6-((R)-2-(3-fluorophenyl)pyrrolidin-1-yl)imidazo[1,2-b]pyridazine FC=1C=C(C=CC1)[C@@H]1N(CCC1)C=1C=CC=2N(N1)C=CN2